N-methoxy-N-methyl-5-(trifluoromethoxy)picolineamide CON(C(C1=NC=C(C=C1)OC(F)(F)F)=O)C